C(C(=C)C)(=O)OCC(CO)N=[N+]=[N-] 2-azido-3-hydroxypropyl methacrylate